[Zn].[Cu].[Pb].[Sn] tin-lead-copper-zinc